methyl 4-methoxy-1-(pyridin-3-ylsulfonyl)-5-(2,4,6-trifluorophenyl)-1H-pyrrole-3-carboxylate COC=1C(=CN(C1C1=C(C=C(C=C1F)F)F)S(=O)(=O)C=1C=NC=CC1)C(=O)OC